N-allyl-benzyl-amine C(C=C)NCC1=CC=CC=C1